C/C=C/C Trans-Butene